3-[2-[2-[2-[bis(4-methoxyphenyl)-phenylmethoxy]ethoxy]ethoxy]ethoxy-[di(propan-2-yl)amino]phosphanyl]oxypropanenitrile COC1=CC=C(C=C1)C(OCCOCCOCCOP(OCCC#N)N(C(C)C)C(C)C)(C1=CC=CC=C1)C1=CC=C(C=C1)OC